[Al].[Er] Erbium-Aluminium